2-(3-chloro-4-methylphenyl)-N-((5-(2,6-dioxopiperidin-3-yl)-4-oxo-5,6-dihydro-4H-thieno[2,3-c]pyrrol-2-yl)methyl)acetamide ClC=1C=C(C=CC1C)CC(=O)NCC1=CC2=C(CN(C2=O)C2C(NC(CC2)=O)=O)S1